(1S,1'R)-[1-(3',3'-dimethyl-1'-cyclohexyl) ethoxycarbonyl]methyl propanoate CCC(=O)OCC(=O)OC(C)C1CCCC(C1)(C)C